C(C)C1=NC2=C(C=C(C=C2NC1=O)CN1CCN(CC1)C=1C=CC(=NC1C)C(=O)NC[C@@H](C)O)F (R)-5-(4-((2-ethyl-8-fluoro-3-oxo-3,4-dihydroquinoxalin-6-yl)methyl)piperazin-1-yl)-N-(2-hydroxypropyl)-6-methylpicolinamide